C1(CCCCC1)CN1[C@H](CN(CC1)CC1=CC=2N(C=C1)N=CC2N2C(NC(CC2)=O)=O)C.[P].[C] carbon phosphorus (S)-1-(5-((4-(cyclohexylmethyl)-3-methylpiperazin-1-yl)methyl)pyrazolo[1,5-a]pyridin-3-yl)dihydropyrimidine-2,4(1H,3H)-dione